C(C)(C)(C)OC(C(C)NC(N[C@@H]1C[C@H](C2=CC(=C3C=C(N=CC3=C21)C2CC2)S(NCC(C)C)(=O)=O)NC(=O)C=2C=NC=CC2)=O)=O |r| 2-[[trans-(7RS,9RS)-3-cyclopropyl-5-(2-methylpropylsulfamoyl)-7-(pyridine-3-carbonylamino)-8,9-dihydro-7H-cyclopenta[H]isoquinolin-9-yl]carbamoylamino]propionic acid tert-butyl ester